C1(=CC=CC=C1)C1C(=C(C(=C1C1=CC=CC=C1)C1=CC=CC=C1)C1=CC=CC=C1)C1=CC=CC=C1 pentaphenyl-cyclopentadiene